C(CCCCCCCCC(=O)OC(CCCCCCC)=O)(=O)OC(CCCCCCC)=O dicaprylyl sebacate